3-(2-chloro-5-(4-((2-(piperidin-4-yl)ethoxy)methyl)piperidine-1-carbonyl)phenyl)piperidine-2,6-dione ClC1=C(C=C(C=C1)C(=O)N1CCC(CC1)COCCC1CCNCC1)C1C(NC(CC1)=O)=O